N4-(3-chloroquinoxalin-6-yl)-N2-(4-((1s,3s)-3-(dimethylamino)cyclobutoxy)-3-methoxyphenyl)pyrimidine-2,4-diamine ClC=1C=NC2=CC=C(C=C2N1)NC1=NC(=NC=C1)NC1=CC(=C(C=C1)OC1CC(C1)N(C)C)OC